(4-fluorophenyl)(methyl)carbamic chloride FC1=CC=C(C=C1)N(C(=O)Cl)C